C(C)(C)(C)OC(N(CC1=NC=C(C(=C1C)OC)C)C1=CC(=CC(=C1)C#C[Si](C(C)C)(C(C)C)C(C)C)CC1=CC=CC=C1)=O (3-benzyl-5-((triisopropylsilyl)ethynyl)-phenyl)((4-methoxy-3,5-dimethylpyridin-2-yl)methyl)-carbamic acid tert-butyl ester